tert-butyl (Z)-2-cyano-3-(3-methylureido)acrylate C(#N)/C(/C(=O)OC(C)(C)C)=C/NC(=O)NC